((S)-1-(5-methylisoxazol-3-yl)-ethyl)quinoline-4-carboxamide CC1=CC(=NO1)[C@@H](C)C1=NC2=CC=CC=C2C(=C1)C(=O)N